CNC1=NC=C(C2=C1N=NC(=C2)N)C=2OC1=C(N2)C=C(C=C1)N1C[C@@H](OCC1)C (S)-N8-methyl-5-(5-(2-methylmorpholino)benzo[d]oxazol-2-yl)pyrido[3,4-c]pyridazine-3,8-diamine